β-mercapto-1,2-propanediol SC(CO)(C)O